3-AZIDO-3-METHYLBUTYRIC ACID N(=[N+]=[N-])C(CC(=O)O)(C)C